cis-2-heptenoic acid C(\C=C/CCCC)(=O)O